C(N)(=O)C1=CC(=C(C=C1)NC(=O)[C@@H]1N[C@H]([C@]2([C@H]1C1=C(C(=CC=C1)Cl)F)C(NC1=CC(=CC=C12)Cl)=O)C=C(C)C)OC |r| racemic-(2'R,3R,3'S,5'S)-N-(4-carbamoyl-2-methoxyphenyl)-6-chloro-3'-(3-chloro-2-fluoro-phenyl)-5'-(2-methylprop-1-enyl)-2-oxo-spiro[indoline-3,4'-pyrrolidine]-2'-carboxamide